6-bromo-3,5-dihydro-2H-indeno[5,6-b]furan BrC=1CC2=CC3=C(OCC3)C=C2C1